N-(3-(2-chloropyrimidin-4-yl)-5-methylphenyl)-3-isopropoxyazetidine-1-carboxamide ClC1=NC=CC(=N1)C=1C=C(C=C(C1)C)NC(=O)N1CC(C1)OC(C)C